1-[2-({[6-Oxo-6-(pentadeca-1,14-dien-8-yloxy)hexanoyl]oxy}methyl)-3-{[4-(pyrrolidin-1-yl)butanoyl]oxy}propyl] 6-pentadeca-1,14-dien-8-yl hexanedioate C(CCCCC(=O)OC(CCCCCC=C)CCCCCC=C)(=O)OCC(COC(CCCN1CCCC1)=O)COC(CCCCC(OC(CCCCCC=C)CCCCCC=C)=O)=O